(S)-4-(6-(4-(4-((tert-butoxycarbonyl)amino)-3-methylbutoxy)thiophen-2-yl)pyrazin-2-yl)-2-methoxybenzoic acid C(C)(C)(C)OC(=O)NC[C@H](CCOC=1C=C(SC1)C1=CN=CC(=N1)C1=CC(=C(C(=O)O)C=C1)OC)C